C(#N)C=1C=CC(=C(C1)C1=CC(=NC=C1C(=O)NC=1SC=2C(=NC=C(N2)C(=O)N2CCN(CC2)C(=O)OC(C)(C)C)N1)C)OC tert-butyl 4-(2-(4-(5-cyano-2-methoxyphenyl)-6-methylnicotinamido)thiazolo[4,5-b]pyrazine-6-carbonyl)piperazine-1-carboxylate